tert-butyl N-methyl-N-[[1-[4-(trifluoromethoxy)phenyl]indazol-3-yl]methyl]carbamate CN(C(OC(C)(C)C)=O)CC1=NN(C2=CC=CC=C12)C1=CC=C(C=C1)OC(F)(F)F